N(=[N+]=[N-])C1=C(C(=C(C(=O)NC2=CC=C(C=C2)O)C(=C1F)F)F)F 4-azido-2,3,5,6-tetrafluoro-N-(4-hydroxyphenyl)benzamide